Cl.C1NCCC2=CC(=CC=C12)C=1C(=NC(=NC1)N)N (1,2,3,4-tetrahydroisoquinolin-6-yl)pyrimidine-2,4-diamine hydrochloride